C(C1=CC=CC=C1)S(=O)(=O)NC(C1=CC=C(C=C1)N1CCN(CC1)CC1=C(C=CC=C1)C=1C=NC=C(C1)O)=O N-benzylsulfonyl-4-[4-[[2-(5-hydroxypyridine-3-yl)phenyl]methyl]piperazine-1-yl]benzamide